BrCCCCCCCCC(=O)N1CCC(CC1)C=1C=C2CN(C(C2=CC1)=O)C1C(NC(CC1)=O)=O 3-[5-[1-(9-bromononanoyl)-4-piperidyl]-1-oxo-isoindolin-2-yl]piperidine-2,6-dione